2-(2-(ethylsulfanyl)-5-(4-(trifluoromethoxy)phenyl)pyrazolo[1,5-a]pyrimidin-3-yl)-3-methyl-6-(trifluoromethyl)-3H-imidazo[4,5-b]pyridine C(C)SC1=NN2C(N=C(C=C2)C2=CC=C(C=C2)OC(F)(F)F)=C1C1=NC=2C(=NC=C(C2)C(F)(F)F)N1C